Methyl 6-methyl-2-oxo-2,3-dihydro-1H-benzo[d]imidazole-5-carboxylate CC=1C(=CC2=C(NC(N2)=O)C1)C(=O)OC